N=C(CCCSCCC(=O)OCCCCCCCCCCCCCCCC)NC1=CC=C(C=C1)OCCCCCCCCC hexadecyl 3-((4-imino-4-((4-(nonyloxy)phenyl)amino)butyl)thio)propanoate